N-{[4-(piperidine-1-sulfonyl)phenyl]methyl}thieno[3,2-c]pyridine-2-carboxamide N1(CCCCC1)S(=O)(=O)C1=CC=C(C=C1)CNC(=O)C1=CC=2C=NC=CC2S1